ClC=1C=NC=C(C1[C@@H](C)OC=1C=C2C(=NNC2=CC1)C=1C=CC(=NC1)N1CC2(C1)CCS(CC2)(=O)=O)Cl 2-[5-[5-[(1R)-1-(3,5-dichloro-4-pyridyl)ethoxy]-1H-indazol-3-yl]-2-pyridyl]-7λ6-thia-2-azaspiro[3.5]nonane 7,7-dioxide